N-(4-(4-(2-(4-cyanopiperidin-1-yl)-2-oxoethyl)phenyl)-1H-pyrrolo[2,3-b]pyridin-6-yl)cyclopropylcarboxamide C(#N)C1CCN(CC1)C(CC1=CC=C(C=C1)C1=C2C(=NC(=C1)NC(=O)C1CC1)NC=C2)=O